FC1=CC=C(C=C1)N1C(=NN=C1COC)C=1C=C(C=2N(C1)C(=CN2)C=2C=CC(=NC2)NC(OC)=O)C methyl N-[5-[6-[4-(4-fluorophenyl)-5-(methoxymethyl)-1,2,4-triazol-3-yl]-8-methyl-imidazo[1,2-a]pyridin-3-yl]-2-pyridyl]carbamate